2-((R)-2,2-difluorocyclopropane-1-carbonyl)-2,6-diazaspiro[3.4]octane-8-carboxylic acid FC1([C@H](C1)C(=O)N1CC2(C1)CNCC2C(=O)O)F